2-(chloromethyl)-5-fluoro-8-methylquinazolin-4(3H)-one ClCC1=NC2=C(C=CC(=C2C(N1)=O)F)C